3-(2,4-difluorophenoxy)propanoic acid FC1=C(OCCC(=O)O)C=CC(=C1)F